N-(4-fluoropyridin-3-yl)-1,1-diphenylmethylamine FC1=C(C=NC=C1)NC(C1=CC=CC=C1)C1=CC=CC=C1